7'-Cyclopropyl-1'-(4-iodo-1-methyl-1H-pyrazol-5-yl)spiro[cyclohexane-1,3'-indolin]-2'-one C1(CC1)C=1C=CC=C2C3(C(N(C12)C1=C(C=NN1C)I)=O)CCCCC3